O=C1NC(CC[C@@H]1N1CCN(C2=C(C=CC=C12)C1CCN(CC1)CC(=O)OC(C)(C)C)C)=O tert-butyl 2-[4-[1-[(3S)-2,6-dioxo-3-piperidyl]-4-methyl-2,3-dihydroquinoxalin-5-yl]-1-piperidyl]acetate